ClC1=CC(=C(C=C1)OCC1CC1)C\C=C\OC (E)-4-chloro-1-(cyclopropylmethoxy)-2-(3-methoxyallyl)benzene